2-(7-fluoro-3-oxo-4-(prop-2-yn-1-yl)-3,4-dihydrospiro[benzo[b][1,4]oxazin-2,1'-cyclopropane]-6-yl)tetrahydro-1H-imidazo[5,1-c][1,4]oxazin-1,3(2H)-dione FC=1C(=CC2=C(OC3(CC3)C(N2CC#C)=O)C1)N1C(N2C(COCC2)C1=O)=O